6-(3-fluoro-5-isobutoxy-phenyl)-2-[isopropyl(methyl)amino]-N-(1H-pyrazol-5-ylsulfonyl)pyridine-3-carboxamide FC=1C=C(C=C(C1)OCC(C)C)C1=CC=C(C(=N1)N(C)C(C)C)C(=O)NS(=O)(=O)C1=CC=NN1